5-fluoro-N-(4-methoxybenzyl)-4-methyl-N-(thiazol-4-yl)pyridine-2-sulfonamide FC=1C(=CC(=NC1)S(=O)(=O)N(C=1N=CSC1)CC1=CC=C(C=C1)OC)C